CN1C2(C3=CC=CC=C3C1=O)CC2 2'-methyl-spiro[cyclopropan-1,1'-isoindolin]-3'-one